3-(1'-benzyl-6-oxo-6,8-dihydro-2H,7H-spiro[furo[2,3-e]isoindole-3,4'-piperidin]-7-yl)piperidine-2,6-dione C(C1=CC=CC=C1)N1CCC2(CC1)COC1=C3CN(C(C3=CC=C12)=O)C1C(NC(CC1)=O)=O